C(#N)C=1C=C(C=CC1F)NC(=O)C1=C(N(C(=C1)C(C(N[C@H](C(F)(F)F)C)=O)=O)C)F (S)-N-(3-cyano-4-fluorophenyl)-2-fluoro-1-methyl-5-(2-oxo-2-((1,1,1-trifluoropropan-2-yl)amino)acetyl)-1H-pyrrole-3-carboxamide